ClC=1N=C(C2=C(N1)N(C=C2)C)C=O 2-chloro-7-methyl-7H-pyrrolo[2,3-d]pyrimidine-4-carbaldehyde